2-(3,5-dibromo-4-((4-cyclopentyl-5-oxo-4,5-dihydro-1,3,4-oxadiazol-2-yl)methyl)phenyl)-1,2,4-triazine-3,5(2H,4H)-dione BrC=1C=C(C=C(C1CC=1OC(N(N1)C1CCCC1)=O)Br)N1N=CC(NC1=O)=O